[Cl-].C(CCCCCCCCCCCCC)[N+](CCC[Si](OCC)(OCC)OCC)(C)C tetradecyldimethyl-(3-triethoxysilylpropyl)ammonium chloride